(S)-5,8-dichloro-7-(methoxy(oxetan-3-yl)methyl)-2-((4-methoxy-6-methyl-2-oxo-1,2-dihydropyridin-3-yl)methyl)-3,4-dihydro-isoquinolin-1(2H)-one ClC1=C2CCN(C(C2=C(C(=C1)[C@H](C1COC1)OC)Cl)=O)CC=1C(NC(=CC1OC)C)=O